5-sulfonato(benzothiazol-2-yl)-coumarin-6-sulfonate S(=O)(=O)([O-])C=1C=CC2=C(N=C(S2)OS(=O)(=O)C=2C=C3C=CC(OC3=CC2)=O)C1